2-(3-(ethylamino)-2-fluoro-5-((1r,3r)-3-methyl-1-(4-methyl-4H-1,2,4-triazol-3-yl)cyclobutyl)phenyl)-6-(((1-methylcyclobutyl)amino)methyl)-4-(trifluoromethyl)isoindolin-1-one C(C)NC=1C(=C(C=C(C1)C1(CC(C1)C)C1=NN=CN1C)N1C(C2=CC(=CC(=C2C1)C(F)(F)F)CNC1(CCC1)C)=O)F